methyl (S)-6-((7-((1-((tert-butyldiphenylsilyl)-oxy)hexan-3-yl)amino)-5-((methoxycarbonyl)amino)-1H-pyrazolo[4,3-d]pyrimidin-1-yl) methyl)-5-methoxypicolinate [Si](C1=CC=CC=C1)(C1=CC=CC=C1)(C(C)(C)C)OCC[C@H](CCC)NC=1C2=C(N=C(N1)NC(=O)OC)C=NN2CC2=C(C=CC(=N2)C(=O)OC)OC